3,3'-bis(triisopropylsiloxy)benzidine C(C)(C)[Si](OC=1C=C(C=CC1N)C1=CC(=C(N)C=C1)O[Si](C(C)C)(C(C)C)C(C)C)(C(C)C)C(C)C